Ethyl 9-Iodo-3,7-dimethylnona-4,6,8-trienoate IC=CC(=CC=CC(CC(=O)OCC)C)C